(S)-8-(difluoromethoxy)-8',8'-difluoro-1'-methoxy-6-(trifluoromethyl)-7',8'-dihydro-3H,6'H-spiro[imidazo[1,2-a]pyridine-2,5'-isoquinoline] FC(OC=1C=2N(C=C(C1)C(F)(F)F)C[C@]1(C=3C=CN=C(C3C(CC1)(F)F)OC)N2)F